2-phenyl-[1,2,4]triazolo[1,5-a]pyridine C1(=CC=CC=C1)C1=NN2C(C=CC=C2)=N1